C(C)(=O)C=1C=C2C(N(C(C2=C(C1)F)(OC1CC(CC1)O)C1=CC=C(C=C1)Cl)CC1=NC=C(C#N)C=C1)=O 6-[5-acetyl-1-(4-chloro-phenyl)-7-fluoro-1-(3-hydroxy-cyclopentyloxy)-3-oxo-1,3-dihydro-isoindol-2-ylmethyl]Nicotinonitrile